CC(=O)N[C@@H]1[C@H]([C@@H]([C@H](O[C@H]1O[C@H]2[C@H]([C@H](O[C@H]([C@@H]2O)O)CO)O)CO)O)O[C@H]3[C@@H]([C@H]([C@H]([C@H](O3)CO)O)O)O The molecule is a linear amino trisaccharide consisting of a galactosyl residue at the non-reducing end linked beta-(1->3) to an N-acetylgalactosaminyl residue, which is in turn linked beta-(1->3) to a beta-galactose unit at the reducing end. It is an amino trisaccharide and a glucosamine oligosaccharide.